4-[4-(3-Methylphenoxymethyl)Pyridin-2-yl]-2-Methyl-Benzamide CC=1C=C(OCC2=CC(=NC=C2)C2=CC(=C(C(=O)N)C=C2)C)C=CC1